C(C1=CC=CC=C1)OC(NCCCCCCN(CCO[C@@H]1[C@@H](O)[C@@H](O[C@@H]2[C@@H](O)[C@@H](O)[C@H](O)[C@H](O2)CO)[C@H](O)[C@H](O1)CO[C@@H]1[C@@H](O)[C@@H](O)[C@H](O)[C@H](O1)CO)CCO[C@@H]1[C@@H](O)[C@@H](O)[C@H](O)[C@H](O1)CO)=O Benzyl[6-({2-[(α-D-mannopyranosyl)oxy]ethyl}[2-({(α-D-mannopyranosyl)-(1→3)-[α-D-mannopyranosyl-(1→6)]-α-D-mannopyranosyl}oxy)ethyl]amino)hexyl]carbamate